FC(CN1N=CC=2C1=NC(=CN2)N2CCC1(CC(N(C1)CC1=CN=C(S1)C)=O)CC2)F 8-[1-(2,2-difluoroethyl)-1H-pyrazolo[3,4-b]pyrazin-6-yl]-2-[(2-methyl-1,3-thiazol-5-yl)methyl]-2,8-diazaspiro[4.5]decan-3-one